(2S)-2-cyclopentyl-2-[9H-fluoren-9-ylmethoxycarbonyl-(methyl)amino]acetic acid C1(CCCC1)[C@@H](C(=O)O)N(C)C(=O)OCC1C2=CC=CC=C2C=2C=CC=CC12